CC1OCC(CO1)O 2-methyl-1,3-dioxan-5-ol